tert-butyl 8-methyl-7-(7-{[2-(morpholin-4-yl) pyridin-4-yl] amino}-1,2,3,4-tetrahydro-2,6-naphthyridin-2-yl)-1H,2H,3H-pyrido[2,3-b][1,4]oxazine-1-carboxylate CC1=C(C=NC=2OCCN(C21)C(=O)OC(C)(C)C)N2CC1=CC(=NC=C1CC2)NC2=CC(=NC=C2)N2CCOCC2